BrC1=CC=C(C=C1)C1(C(C(=C(C=C1)F)Cl)N)N 1-(4-bromophenyl)-3-chloro-4-fluorobenzene-1,2-diamine